1-[3-(ethylsulfonylimino)-4-[3-methyl-6-(trifluoromethylsulfanyl)imidazo[4,5-c]pyridin-2-yl]phenyl]cyclopropanecarbonitrile C(C)S(=O)(=O)N=C1CC(=CC=C1C1=NC2=C(C=NC(=C2)SC(F)(F)F)N1C)C1(CC1)C#N